The molecule is an alkane that is hexane in which the two methylene hydrogens at position 3 have been replaced by methyl groups. CCCC(C)(C)CC